8-bromo-3-(methyl-d3)-6-(phenylsulfonyl)-1-(1,4-dioxaspiro[4.5]decan-8-yl)-3,6-dihydroimidazo[4,5-d]pyrrolo[2,3-b]pyridin-2(1H)-one BrC1=CN(C2=NC=C3C(=C21)N(C(N3C([2H])([2H])[2H])=O)C3CCC2(OCCO2)CC3)S(=O)(=O)C3=CC=CC=C3